CC=1SC(=C(N1)C)C(C)=O 1-(2,4-dimethylthiazol-5-yl)ethan-1-one